C1(CC1)S(=O)(=O)C=1C=C(C=CC1)C1=C2C(=NC=C1)C=C(O2)C2=CC(=C(C(=C2)OC)OC)OC 7-(3-(cyclopropylsulfonyl)phenyl)-2-(3,4,5-trimethoxyphenyl)furo[3,2-b]pyridine